3-fluoro-4-methyl-5-nitrobenzonitrile FC=1C=C(C#N)C=C(C1C)[N+](=O)[O-]